2-(4-hydroxy-1-((3-(5,6,7,8-tetrahydro-1,8-naphthyridin-2-yl)propyl)carbamoyl)piperidin-4-yl)-2-(3-(5-methyl-1H-tetrazol-1-yl)propanamido)acetic acid OC1(CCN(CC1)C(NCCCC1=NC=2NCCCC2C=C1)=O)C(C(=O)O)NC(CCN1N=NN=C1C)=O